IC=1C=C(C(=C(C1)OC)OC)OC 5-iodo-1,2,3-trimethoxybenzene